dichloro-di-tert-butyl-(4-dimethylaminophenyl)phosphonium palladium [Pd+2].ClC(C(C)(C)[PH+](C1=CC=C(C=C1)N(C)C)C(C)(C)C)Cl